2-Amino-7-fluoro-4-[5-fluoro-3-[[(2S)-1-methylazetidin-2-yl]methoxy]-7,9-dihydrofuro[3,4-f]quinazolin-6-yl]thieno[3,2-c]pyridine-3-carbonitrile NC1=C(C=2C(=NC=C(C2S1)F)C=1C2=C(C=3C=NC(=NC3C1F)OC[C@H]1N(CC1)C)COC2)C#N